4-methoxy-N-(4-((4-methylpiperazin-1-yl)methyl)-3-(trifluoromethyl)phenyl)benzamide COC1=CC=C(C(=O)NC2=CC(=C(C=C2)CN2CCN(CC2)C)C(F)(F)F)C=C1